FC=1C(=C(C=CC1F)[C@@H]1[C@H](O[C@](C1)(C)C(C)(F)F)C(=O)NC1=CC(=NC=C1)C(=O)N)OC 4-((2S,3R,5S)-3-(3,4-difluoro-2-methoxyphenyl)-5-(1,1-difluoroethyl)-5-methyltetrahydrofuran-2-carboxamido)picolinamide